(4-bromobenzyl)pyrrolidine hydrochloride Cl.BrC1=CC=C(CN2CCCC2)C=C1